N-(4-methoxy-quinolin-8-yl)-5-methylpyridine-2-sulfonamide COC1=CC=NC2=C(C=CC=C12)NS(=O)(=O)C1=NC=C(C=C1)C